CC1=CC(=NC=C1C1=C(C=C(C=C1C)C#N)C)C1=CC=CC=C1 4-methyl-2-phenyl-5-(4-cyano-2,6-dimethylphenyl)pyridine